FC1=C2C(NC(=NC2=CC=C1F)CCC(=O)N1[C@H](CN(CC1)C1=CC=C(C=N1)C#N)C)=O 6-[(3S)-4-[3-(5,6-difluoro-4-oxo-3H-quinazolin-2-yl)propionyl]-3-methyl-piperazin-1-yl]pyridine-3-carbonitrile